cadmium acetate C(C)(=O)[O-].[Cd+2].C(C)(=O)[O-]